3-[1,3-Dioxo-5-(1H-[1,2,3]triazol-4-yl)-1,3-dihydroisoindol-2-yl]-2',4'-difluorobiphenyl-4-carboxylic acid O=C1N(C(C2=CC(=CC=C12)C=1N=NNC1)=O)C=1C=C(C=CC1C(=O)O)C1=C(C=C(C=C1)F)F